CC=1C=NN2C1C(C(CC2)=CC2=C(C=CC=C2)C=2N=CN(C2)C(C2=CC=CC=C2)(C2=CC=CC=C2)C2=CC=CC=C2)=O 3-methyl-5-(2-(1-trityl-1H-imidazol-4-yl)benzylidene)-6,7-dihydropyrazolo[1,5-a]pyridin-4(5H)-one